FC(C1=NC2=CC=CC=C2C(=C1)NC1CCC(CC1)NC(=O)C1=CC(=NC=C1)C(F)(F)F)(F)F N-[(1s,4s)-4-{[2-(trifluoromethyl)quinolin-4-yl]amino}cyclohexyl]-2-(trifluoromethyl)pyridine-4-carboxamide